COC(=O)NC1=CC=C(C=C1)NC=1N=CC2=C(N1)CN(CC2)C2=C(C1=C(OCCN1C(=O)OC(C)(C)C)N=C2)C tert-butyl 7-[2-({4-[(methoxycarbonyl)amino]phenyl}amino)-5H,6H,7H,8H-pyrido[3,4-d]pyrimidin-7-yl]-8-methyl-1H,2H,3H-pyrido[2,3-b][1,4]oxazine-1-carboxylate